CC1OC=2C=C(C=C(C2C=C1)O)C(C)(CCCCCC)C 2-methyl-7-(2-methyloctan-2-yl)-2H-chromen-5-ol